3-[2-(benzylamino)-pyrimidin-5-yl]-8-dimethylamino-8-phenyl-1,3-diazaspiro[4.5]decan-2-one C(C1=CC=CC=C1)NC1=NC=C(C=N1)N1C(NC2(C1)CCC(CC2)(C2=CC=CC=C2)N(C)C)=O